ethyl 2-((2-oxo-1,2-dihydroquinolin-3-yl)methyl)oxazole-4-carboxylate O=C1NC2=CC=CC=C2C=C1CC=1OC=C(N1)C(=O)OCC